C(C)OC(=O)C1CC2=C(C=C(C=C2C1)OC1CN(C1)C(=O)OC(C)(C)C)F tert-butyl 3-[(2-ethoxycarbonyl-7-fluoro-2,3-dihydro-1H-inden-5-yl)oxy]azetidine-1-carboxylate